F\C(=C/CN)\CS(=O)(=O)C1=CC=CC=C1 (Z)-3-Fluoro-4-(phenylsulfonyl)but-2-en-1-amin